2-[(3-{3-[(4-chloro-2-fluorophenoxy)methyl]-5-fluorophenyl}pyrrolidin-1-yl)methyl]-1-{[(2S)-oxetan-2-yl]methyl}-1H-1,3-benzodiazole-6-carboxylic acid ClC1=CC(=C(OCC=2C=C(C=C(C2)F)C2CN(CC2)CC2=NC3=C(N2C[C@H]2OCC2)C=C(C=C3)C(=O)O)C=C1)F